FC=1C=C(C=C(C1)F)[C@@H]1N(OCC1)C1=CC(=NC=N1)NC1=CC=CC=2CCOC21 (R)-6-(3-(3,5-difluorophenyl)isoxazolidin-2-yl)-N-(2,3-dihydrobenzofuran-7-yl)pyrimidin-4-amine